[Br-].CC1=C(C=C(C=C1)[N+](=O)[O-])[I+]C1=C(C=CC(=C1)[N+](=O)[O-])C bis(2-methyl-5-nitrophenyl)iodonium bromide